The molecule is an oxo monocarboxylic acid that is abscisic acid in which a hydroxymethyl group replaces the methyl substituent beta- to the keto group. It is an oxo monocarboxylic acid, a primary alcohol and a tertiary alcohol. It derives from a 2-cis-abscisic acid. C/C(=C/C(=O)O)/C=C/C1(C(=CC(=O)CC1(C)C)CO)O